N-(4-(6-(2-cyanoacetyl)-3,6-diazabicyclo[3.1.1]hept-3-yl)-1H-pyrrolo[2,3-b]pyridin-6-yl)cyclopropylcarboxamide C(#N)CC(=O)N1C2CN(CC1C2)C2=C1C(=NC(=C2)NC(=O)C2CC2)NC=C1